FC(C[C@@H](C(=O)NC1=NC=CC(=C1)C1=C(C2=NC(=CC=C2N1)F)C1=NC=CC(=C1)F)C1=CC=C(C=C1)F)F |r| (2RS)-4,4-difluoro-N-{4-[5-fluoro-3-(4-fluoropyridin-2-yl)-1H-pyrrolo[3,2-b]pyridin-2-yl]pyridin-2-yl}-2-(4-fluorophenyl)butanamide